ClC1=C(C(=O)N(CC#N)C2(CC2)C#N)C=C(C=C1)C=1C=NN(C1)C=1N(N=C(C1OC(F)F)C(C(F)(F)F)(C(F)(F)F)F)C 2-chloro-N-(1-cyanocyclopropyl)-N-(cyanomethyl)-5-[1-[4-(difluoromethoxy)-2-methyl-5-[1,2,2,2-tetrafluoro-1-(trifluoromethyl)ethyl]pyrazol-3-yl]pyrazol-4-yl]benzamide